Benzyl 4-[[2-[3-(methylamino)-4-nitro-phenyl]-2-azaspiro[3.3]heptan-6-yl]methyl]piperidine-1-carboxylate CNC=1C=C(C=CC1[N+](=O)[O-])N1CC2(C1)CC(C2)CC2CCN(CC2)C(=O)OCC2=CC=CC=C2